ClC1=CC=C(C=C1)N1N=C(C=C1)OCC1=C(C=CC=C1)N(C(OC)=O)O methyl [2-({[1-(4-chlorophenyl)-1H-pyrazol-3-yl]oxy}methyl) phenyl]hydroxycarbamate